2,6-dibenzyl-oxy-3-bromo-pyridine C(C1=CC=CC=C1)OC1=NC(=CC=C1Br)OCC1=CC=CC=C1